FC=1C(=NC(=NC1)NC1=CC=C(C=C1)N1CCOCC1)C1=CN(C2=CC(=CC=C12)NC(C=C)=O)C N-[3-[5-Fluoro-2-(4-morpholinoanilino)pyrimidin-4-yl]-1-methyl-indol-6-yl]prop-2-enamide